ICCC[SiH2]OC iodopropylmethoxysilane